C(CCCCCCCC)C(C(O)CO)OC(C(O)CO)CCCCCCCCC 1-nonylglycerylether